3-[(4-{4-[2-(4-aminopiperidin-1-yl)ethyl]piperazin-1-yl}-3-fluorophenyl)amino]piperidine-2,6-dione NC1CCN(CC1)CCN1CCN(CC1)C1=C(C=C(C=C1)NC1C(NC(CC1)=O)=O)F